OC=1C=CC2=C(S(CO2)(=O)=O)C1 5-hydroxy-2H-benzo[d][1,3]oxathiole 3,3-dioxide